C(C)(C)(C)OC(=O)N(C1CN(CC1)C=1C2=CN(N=C2C(=CC1)C(=O)OC)C)C methyl 4-{3-[(tert-butoxycarbonyl)(methyl)amino]pyrrolidin-1-yl}-2-methylindazole-7-carboxylate